N1N2C(C=N1)=CCC2 6,7-dihydro-5H-pyrrolo[1,2-b][1,2,5]triazole